(4aR,6R,7R,8R,8aR)-8-(4-(4-chloro-2,5-difluorophenyl)-1H-1,2,3-triazol-1-yl)-7-methoxy-2,2-dimethylhexahydropyrano[3,2-d][1,3]dioxine-6-carboxylic acid ClC1=CC(=C(C=C1F)C=1N=NN(C1)[C@@H]1[C@H]([C@@H](O[C@H]2[C@@H]1OC(OC2)(C)C)C(=O)O)OC)F